[Si](C)(C)(C(C)(C)C)OC=CCI tert-butyldimethylsilyl(2-(iodomethyl) vinyl) ether